Tert-butyl (S)-3-(2-chloro-6-(6-(methylcarbamoyl)pyrimidin-4-yl)pyridin-4-yl)piperazine-1-carboxylate ClC1=NC(=CC(=C1)[C@H]1CN(CCN1)C(=O)OC(C)(C)C)C1=NC=NC(=C1)C(NC)=O